C(CCCCCCCCCCCCC)(=O)OCC(CN=[N+]=[N-])OC(CCCCCCCCCCCCC)=O 3-Azidopropane-1,2-diyl Ditetradecanoate